ClC=1C=C(C=CC1Cl)NC=1C=C2C=3C=C(C=CC3NC2=CC1)NCCNC(=N)N 1-(2-(6-(3,4-Dichlorophenylamino)-9H-carbazol-3-ylamino)ethyl)guanidine